(S,E)-N-benzyl-2-(cinnamoyloxy)-N-(2-hydroxyethyl)ethan-1-amine oxide C(C1=CC=CC=C1)[N@@+](CCOC(\C=C\C1=CC=CC=C1)=O)(CCO)[O-]